NC1=C(C(=O)O)C=C(C(=C1)C(F)(F)F)OC1CCN(CC1)C(=O)OC(C)(C)C 2-amino-5-((1-(tert-butoxycarbonyl)piperidin-4-yl)oxy)-4-(trifluoromethyl)benzoic acid